4-benzyl-2-{[4-(4-chlorophenyl)piperidin-1-yl]methyl}morpholine C(C1=CC=CC=C1)N1CC(OCC1)CN1CCC(CC1)C1=CC=C(C=C1)Cl